ClC=1C=C(OCC(=O)NCCCCNC(OC(C)(C)C)=O)C=CC1Cl tert-butyl (4-(2-(3,4-dichlorophenoxy)acetamido)butyl)carbamate